C(C)OCC(=O)O ethoxyacetic acid